FC(C(C)(C)O)(F)C=1C(=C(C=CC1)[C@@H](C)NC=1C2=C(N=C(N1)C)N=CC(=C2)N2CC1(CN(C1)C(C)=O)C2)F 1-{6-[4-({(1R)-1-[3-(1,1-difluoro-2-hydroxy-2-methylpropyl)-2-fluorophenyl]ethyl}amino)-2-methylpyrido[2,3-d]pyrimidin-6-yl]-2,6-diazaspiro[3.3]heptan-2-yl}ethan-1-one